zinc anisate C(C1=CC=C(C=C1)OC)(=O)[O-].[Zn+2].C(C1=CC=C(C=C1)OC)(=O)[O-]